(6S,8R)-6-(4-Bromo-2,6-difluorophenyl)-8-methyl-7-(2,2,2-trifluoroethyl)-3-trityl-6,7,8,9-Tetrahydrooxazolo[5,4-f]isoquinolin-2(3H)-one BrC1=CC(=C(C(=C1)F)[C@H]1N([C@@H](CC2=C3C(=CC=C12)N(C(O3)=O)C(C3=CC=CC=C3)(C3=CC=CC=C3)C3=CC=CC=C3)C)CC(F)(F)F)F